C(N)(OC(C(=NN(C1=CC(=C(C(=C1)Cl)OC=1C=C2C(=CC=NC2=CC1)C1CC1)Cl)CC)C#N)=O)=O Ethyl-(2-cyano-2-(2-(3,5-dichloro-4-((4-cyclopropylquinolin-6-yl) oxy) phenyl) hydrazono) acetyl) carbamate